lithium naphthalene dicarbonate C(=O)([O-])OC(=O)[O-].C1=CC=CC2=CC=CC=C12.[Li+].[Li+]